(E)-4-((4-(5-hydroxy-3-methoxy-2-(3-methylbut-2-en-1-yl)styryl)-2-methoxyphenyl)amino)-4-oxobutanoic acid OC=1C=C(C(=C(/C=C/C2=CC(=C(C=C2)NC(CCC(=O)O)=O)OC)C1)CC=C(C)C)OC